C(C=C)(=O)[O-].[Li+] lithium Acrylate